FC(OC1=CC(=NC=C1)NC1=CC=C(C(=N1)C(=O)N1[C@H](CCC(C1)(F)F)CNC(C)=O)C)F (R)-N-((1-(6-((4-(difluoromethoxy)pyridin-2-yl)amino)-3-methylpyridin-2-carbonyl)-5,5-difluoropiperidin-2-yl)methyl)acetamide